5,6-dihydro-4H-imidazo[2,1-e][1,2,4]triazole-5-carboxamide N=1N2C(=NC1)NC(C2)C(=O)N